NC(/C=C/CC[C@@H](C(=O)NC=1C(N(C=CC1)CC1=NC2=C(N1)C=C(C=C2OCC(F)F)F)=O)NC(OC)=O)=O methyl (S,E)-(7-amino-1-((1-((4-(2,2-difluoroethoxy)-6-fluoro-1H-benzo[d]imidazol-2-yl)methyl)-2-oxo-1,2-dihydropyridin-3-yl)amino)-1,7-dioxohept-5-en-2-yl)carbamate